COC(=O)C1=NC(=C(N=C1)N)OCC1=CC=CC=C1 5-amino-6-(benzyloxy)pyrazine-2-carboxylic acid methyl ester